C(CCCCCCCCCCCCCCC)(=O)[O-].C(CCCCCCCCCCCCCCC)(=O)[O-].C(CCCCCCCCCCCCCCC)(=O)[O-].[Al+3] aluminum tripalmitate